4-(4-((1,3-dimethyl-1H-indazol-6-yl)oxy)pyridin-2-yl)-2-methylbenzamide CN1N=C(C2=CC=C(C=C12)OC1=CC(=NC=C1)C1=CC(=C(C(=O)N)C=C1)C)C